C(CC)NC(=O)CC(=O)O 2-(PROPYLCARBAMOYL)ACETIC ACID